4-(2-Amino-2-methylpropanoyl)-N-(1-(3-(2-(exo-6-(aminomethyl)-3-azabicyclo[3.1.0]hexan-3-yl)ethyl)phenyl)-2-oxo-1,2-dihydropyrimidin-4-yl)piperazine-1-carboxamide Hydrochloride Salt Cl.NC(C(=O)N1CCN(CC1)C(=O)NC1=NC(N(C=C1)C1=CC(=CC=C1)CCN1CC2C(C2C1)CN)=O)(C)C